1-{[(2S,4S)-4-fluoro-4-(fluoromethyl)-5-oxopyrrolidin-2-yl]methoxy}-7-methoxyisoquinoline-6-carboxamide F[C@]1(C[C@H](NC1=O)COC1=NC=CC2=CC(=C(C=C12)OC)C(=O)N)CF